N-(1-Hydroxypropan-2-yl)-6-(4-methylphenyl)-2-(1-methyl-1H-pyrazol-4-yl)-3-oxo-2,3-dihydropyridazine-4-carboxamide OCC(C)NC(=O)C=1C(N(N=C(C1)C1=CC=C(C=C1)C)C=1C=NN(C1)C)=O